(2R)-2-amino-3-(7-chloro-4-{[(furan-2-yl)methyl]amino}thieno[3,2-c]pyridazin-6-yl)propan-1-ol N[C@@H](CO)CC1=C(C=2N=NC=C(C2S1)NCC=1OC=CC1)Cl